NCCN1CCN(CC1)S(=O)(=O)C1=CC(=C(C=C1)NC=1N=C2N(C(C1C)=O)C=C(C=C2)C=2C=NN(C2)C2CC2)F 2-((4-((4-(2-aminoethyl)piperazin-1-yl)sulfonyl)-2-fluorophenyl)amino)-7-(1-cyclopropyl-1H-pyrazol-4-yl)-3-methyl-4H-pyrido[1,2-a]pyrimidin-4-one